NC1=NN2C(N=CC=C2)=C1C(=O)NC(C)C1=CC(=C2C(=NN(C2=C1OCC)CCO)Br)Cl 2-Amino-N-(1-(3-bromo-4-chloro-7-ethoxy-1-(2-hydroxyethyl)-1H-indazol-6-yl)ethyl)pyrazolo[1,5-a]pyrimidine-3-carboxamide